trans-N-[8-amino-6-(5-methyl-2-oxo-3H-1,3-benzoxazol-6-yl)-2,7-naphthyridin-3-yl]-2-(1H-pyrazol-4-yl)cyclopropanecarboxamide NC=1N=C(C=C2C=C(N=CC12)NC(=O)[C@H]1[C@@H](C1)C=1C=NNC1)C1=CC2=C(NC(O2)=O)C=C1C